tert-butyl N-[trans-4-[[4-amino-7-[(1-cyanocyclopropyl)methylamino]-5,5-dimethyl-6H-benzo[h]quinazolin-8-yl]oxy]cyclohexyl]carbamate NC1=NC=NC=2C3=C(CC(C12)(C)C)C(=C(C=C3)O[C@@H]3CC[C@H](CC3)NC(OC(C)(C)C)=O)NCC3(CC3)C#N